S1C=NC2=C1C=C(S2)C2CCN(CC2)C(=O)OC(C)(C)C tert-butyl 4-{thieno[2,3-d][1,3]thiazol-5-yl}piperidine-1-carboxylate